methoxy-4-((5-methyl-1H-pyrazol-3-yl)amino)-6-morpholinopyrimidin COC1=NC(=CC(=N1)NC1=NNC(=C1)C)N1CCOCC1